C1=CC=C2C(=C1)C(=CN2)CC(=O)NCCCC[C@@H](C(=O)[O-])[NH3+] The molecule is zwitterionic form of N(6)-[(indol-3-yl)acetyl]-L-lysine arising from transfer of a proton from the carboxy to the amino group; major species at pH 7.3. It is a tautomer of a N(6)-[(indol-3-yl)acetyl]-L-lysine.